hexamethylenebisbenzamide C(C1=C(C=CC=C1)CCCCCCC1=C(C(=O)N)C=CC=C1)(=O)N